C1(=CC(=CC=C1)C[C@@H](C(=O)OCC(F)(F)F)NC(CCl)=O)C1=CC=CC=C1 2,2,2-Trifluoroethyl (S)-3-([1,1'-biphenyl]-3-yl)-2-(2-chloroacetamido)propanoate